CC1=NC(=CC=C1S(=O)(=O)N1CC2(C1)CN(C2)CC=2C=NC(=NC2)C)C(F)(F)F 2-((2-methyl-6-(trifluoromethyl)pyridin-3-yl)sulfonyl)-6-((2-methylpyrimidin-5-yl)methyl)-2,6-diazaspiro[3.3]heptane